FC(C(=O)O)(F)F.C(C=C)C1CNCCC1 3-(prop-2-en-1-yl)piperidine trifluoroacetate